4-(5-(3-(cyclopentyloxy)-4-(methylthio)phenyl)pyridin-3-yl)-1,2-oxaborolan-2-ol C1(CCCC1)OC=1C=C(C=CC1SC)C=1C=C(C=NC1)C1CB(OC1)O